2,3-dihydro-1H-cyclopenta[a]naphthalene-7-ol hydrochloride Cl.C1CCC=2C1=C1C=CC(=CC1=CC2)O